4-bromo-2-(ethylsulfinyl)-1-iodobenzene BrC1=CC(=C(C=C1)I)S(=O)CC